iso-Nonanoat C(CCCCCC(C)C)(=O)[O-]